3-(2-(3-bromophenyl)-2-((tert-butyldimethylsilyl)oxy)-ethyl)-4-methyl-4H-1,2,4-triazole BrC=1C=C(C=CC1)C(CC1=NN=CN1C)O[Si](C)(C)C(C)(C)C